3-(4,4-difluoro-3-methylpiperidin-1-yl)-7-fluoro-N-(2-sulfamoylpyridin-4-yl)quinoxaline-2-carboxamide 1-(4-methoxyphenyl)ethenyl-4-tert-butylbenzoate COC1=CC=C(C=C1)C(=C)OC(C1=CC=C(C=C1)C(C)(C)C)=O.FC1(C(CN(CC1)C=1C(=NC2=CC(=CC=C2N1)F)C(=O)NC1=CC(=NC=C1)S(N)(=O)=O)C)F